8-({4-[1-cyclopropyl-4-(trifluoromethyl)imidazol-2-yl]phenyl}methyl)-2-(4-cyclopropyl-6-methoxypyrimidin-5-yl)-6-(pyrimidin-2-yl)pyrido[2,3-d]pyrimidin-7-one C1(CC1)N1C(=NC(=C1)C(F)(F)F)C1=CC=C(C=C1)CN1C(C(=CC2=C1N=C(N=C2)C=2C(=NC=NC2OC)C2CC2)C2=NC=CC=N2)=O